glycerol 1,2-dilaurate C(CCCCCCCCCCC)(=O)OCC(OC(CCCCCCCCCCC)=O)CO